C1(CC1)C=1OC(=CN1)C1=CC(=C(COC2=CC=CC(=N2)C2CCN(CC2)CC2=NC3=C(N2C[C@H]2OCC2)C=C(C=C3)C(=O)O)C=C1)F (S)-2-((4-(6-((4-(2-cyclopropyloxazol-5-yl)-2-fluorobenzyl)oxy)pyridin-2-yl)piperidin-1-yl)methyl)-1-(oxetan-2-ylmethyl)-1H-benzo[d]imidazole-6-carboxylic acid